(5S,8R)-1-fluoro-N-(4-(4-methyloxazol-5-yl)phenyl)-6,7,8,9-tetrahydro-5H-5,8-epiminocyclohepta[c]pyridine-10-carboxamide FC1=NC=CC2=C1C[C@H]1CC[C@@H]2N1C(=O)NC1=CC=C(C=C1)C1=C(N=CO1)C